NC1(C2CN(CC1CC2)C2=NC=CC(=C2)C=2C(=C(C=C(C2)F)C2=CC(=C(C=C2)N2C(N(C=C2)C)=O)Cl)O)C 1-(3'-(2-(8-amino-8-methyl-3-azabicyclo[3.2.1]octan-3-yl)pyridin-4-yl)-3-chloro-5'-fluoro-2'-hydroxy-[1,1'-biphenyl]-4-yl)-3-methyl-1H-imidazol-2(3H)-one